C(C)(=O)C1CCC(CC1)COC=1C(C=C(OC1)CN1CC2=CC=CC=C2C1)=O 5-(((1r,4r)-4-acetylcyclohexyl)methoxy)-2-(isoindolin-2-ylmethyl)-4H-pyran-4-one